Cl.N1CC(CC1)C1=CC=NN1 5-pyrrolidin-3-yl-1H-pyrazole hydrochloride